C[Si](C)(C)N([Si](C)(C)C)[Zn]N([Si](C)(C)C)[Si](C)(C)C bis{bis(trimethylsilyl)amino}zinc